dihydroxydiphenyl-3,4'-sulfonyldiphenol OC1=C(C(=C(C(=C1O)C1=CC=CC=C1)C1=CC=CC=C1)S(=O)(=O)C=1C=C(C=CC1)O)O